6-(1-((1s,4s)-4-(dimethylamino)cyclohex-yl)-1H-pyrazol-4-yl)-4-((3-fluoropyridin-2-yl)thio)pyrazolo[1,5-a]pyridine-3-carbonitrile CN(C1CCC(CC1)N1N=CC(=C1)C=1C=C(C=2N(C1)N=CC2C#N)SC2=NC=CC=C2F)C